N-(2-((2S,3S)-2-methylpyrrolidin-3-yl)thieno[2,3-b]pyridin-4-yl)benzo[d]thiazol-5-amine C[C@@H]1NCC[C@@H]1C1=CC=2C(=NC=CC2NC=2C=CC3=C(N=CS3)C2)S1